C(C)(C)(C)N1C=C(C=2C1=NC(=CC2)C(=O)N2[C@@H](CN(CC2)C2=NC(=C(C(=O)O)C(=C2)C)C)C)C2=CC(=C(C=C2)Cl)F (R)-6-(4-(1-(tert-butyl)-3-(4-chloro-3-fluorophenyl)-1H-pyrrolo[2,3-b]pyridine-6-carbonyl)-3-methylpiperazin-1-yl)-2,4-dimethylnicotinic acid